CC(C#N)(C)NC=1C=C2C(=NC1)C(OC2)=O 2-methyl-2-((7-oxo-5,7-dihydrofuro[3,4-b]pyridin-3-yl)amino)propionitrile